BrC1=CC2=C(S1)C=CC(=C2O)Br 2,5-dibromobenzo[b]thiophen-4-ol